2,9-bis[N-(dibenzofuran-3-yl)-N-phenylamino]naphtho[2,1-b:6,5-b']bis-benzofuran C1=CC(=CC=2OC3=C(C21)C=CC=C3)N(C3=CC=CC=C3)C3=CC2=C(C1=C(O2)C=CC2=C1C=CC=1OC4=C(C12)C=CC(=C4)N(C=4C=CC1=C(OC2=C1C=CC=C2)C4)C4=CC=CC=C4)C=C3